1,4-dimethylhydroxybenzene CC1=C(C=C(C=C1)C)O